N-(2-methoxyethyl)-N-methyl-5-(4-(7-methyl-6-phenyl-4a,7a-dihydro-7H-pyrrolo[2,3-d]pyrimidine-5-carbonyl)piperazin-1-yl)pyrazine-2-carboxamide COCCN(C(=O)C1=NC=C(N=C1)N1CCN(CC1)C(=O)C1=C(N(C2N=CN=CC21)C)C2=CC=CC=C2)C